C(C)OC(C(C=CC(C)(C)C)NC(=O)C=1C=NC(=NC1)N(C)C)=O ethyl-2-[2-(dimethylamino)-5-pyrimidinylcarbonylamino]-5,5-dimethyl-3-hexenoate